2-amino-N-(6-(2,6-difluorobenzoyl)-2,3,4,5-tetrahydrothieno[2,3-b]oxepin-7-yl)acetamide NCC(=O)NC1=C(C2=C(OCCCC2)S1)C(C1=C(C=CC=C1F)F)=O